2,N-dicyclohexyl-acetamide C1(CCCCC1)CC(=O)NC1CCCCC1